benzyl 4-(2-cyano-7-(2-fluoro-6-(methoxymethoxy)phenyl)-5,6,7,8-tetrahydroimidazo[1,2-a]pyrazin-3-yl)piperazine-1-carboxylate C(#N)C=1N=C2N(CCN(C2)C2=C(C=CC=C2OCOC)F)C1N1CCN(CC1)C(=O)OCC1=CC=CC=C1